NC1=C(C(=O)O)C=C(C(=C1F)C1=CC(=CC2=CC=CC=C12)OC)Cl 2-amino-5-chloro-3-fluoro-4-(3-methoxy-naphthalen-1-yl)benzoic acid